C1(CC1)C=1C=CC(=NC1)C(C1=CC=CC=C1)NC(=O)[C@H]1N(C[C@@H](C1)F)C(=O)OC(C)(C)C tert-butyl (2S,4R)-2-(((5-cyclopropylpyridin-2-yl)(phenyl)methyl)carbamoyl)-4-fluoropyrrolidine-1-carboxylate